CS(=O)(=O)OCC1(C(C1)(F)F)COC(C1=CC=CC=C1)(C1=CC=CC=C1)C1=CC=CC=C1 (2,2-Difluoro-1-((trityloxy)methyl)cyclopropyl)methyl methanesulfonate